FC(CC1=CC(=C(C=C1OC)CC(CC)NC(OC(C)(C)C)=O)OC)F tert-butyl (1-(4-(2,2-difluoroethyl)-2,5-dimethoxyphenyl)butan-2-yl)carbamate